C(C)(C)(CC)C=1C(=C(C=CC1)O)C(C)(C)CC di-tertiary amyl-phenol